12-oxo-5alpha-pregn-16-en O=C1C[C@@H]2[C@]3(CCCC[C@@H]3CC[C@H]2[C@@H]2CC=C(CC)[C@@]12C)C